C1(CCC1)C1=NC(=NC=C1)NCC1=C(N=NN1C)C1=CC=C(C(=N1)C)C#CC1(CC1)CC(=O)O 2-(1-((6-(5-(((4-cyclobutylpyrimidin-2-yl)amino)methyl)-1-methyl-1H-1,2,3-triazol-4-yl)-2-methylpyridin-3-yl)ethynyl)cyclopropyl)acetic acid